COC1=CC=C(C=C1)C#CC(N1CCCC1)C1=C(C=CC(=C1)C)O 2-(3-(4-methoxyphenyl)-1-(pyrrolidin-1-yl)prop-2-yn-1-yl)-4-methylphenol